ClCC1=C(C=C(C=C1)OC)OC 1-(chloromethyl)-2,4-dimethoxy-benzene